2-fluoro-4-((2-(thiazol-4-yl)pyridin-4-yl)oxy)aniline FC1=C(N)C=CC(=C1)OC1=CC(=NC=C1)C=1N=CSC1